FC1=C(C=CC(=C1)F)C1(CC1)NC(=O)C=1C(C(=C2N(CC3O[C@H]4CCC[C@@H](N3C2=O)C4)C1)O)=O (2S,6R)-N-(1-(2,4-difluorophenyl)cyclopropyl)-9-hydroxy-8,10-dioxo-3,4,5,6,8,10,14,14a-octahydro-2H-2,6-methanopyrido[1',2':4,5]pyrazino[2,1-b][1,3]oxazocine-11-carboxamide